C(#N)C1=CC=C(C=C1)N1CCN(CC1)C1=CC=C(C=C1)NC(C1=CC=C(C=C1)OCCOCCF)=O N-(4-(4-(4-cyanophenyl)piperazin-1-yl)phenyl)-4-(2-(2-fluoro-ethoxy)ethoxy)benzamide